N1(CCCCCC1)C=1N=C(C2=C(C=NNC2=O)N1)NC1=CC=C(C=C1)OC[C@H]1OC[C@@H](OC1)CO 2-(azepan-1-yl)-4-((4-(((2S,5S)-5-(hydroxymethyl)-1,4-dioxan-2-yl)methoxy)phenyl)amino)pyrimido[4,5-d]pyridazin-5(6H)-one